tert-butyl (S)-3-((3-(2-(6-(2,5-dimethyl-1H-pyrrol-1-yl)-4-methylpyridin-2-yl)ethyl)-4,5-difluorophenyl)ethynyl)morpholine-4-carboxylate CC=1N(C(=CC1)C)C1=CC(=CC(=N1)CCC=1C=C(C=C(C1F)F)C#C[C@@H]1N(CCOC1)C(=O)OC(C)(C)C)C